2-{7-[4-(4-nitrophenoxy)phenyl]-2,4-dioxo-2H-pyrido[2,3-e][1,3]oxazin-3(4H)-yl}acetic acid [N+](=O)([O-])C1=CC=C(OC2=CC=C(C=C2)C2=CC3=C(C(N(C(O3)=O)CC(=O)O)=O)N=C2)C=C1